FC1=C(C=CC(=C1)C1COCC1)N1N=CC=2C1=NC=NC2O 1-(2-fluoro-4-tetrahydrofuran-3-yl-phenyl)pyrazolo[3,4-d]pyrimidin-4-ol